CN(C(CC(=O)N(C1CCCCC1)C)=O)C1CCCCC1 N,N'-dimethyl-N,N'-dicyclohexyl-malonamide